BrC1=C(C=C(C(=C1)F)F)C 1-bromo-4,5-difluoro-2-meth-ylbenzene